CC1=CC2=C(NC(NS2(=O)=O)C2SCCC2)C=C1 7-methyl-3-(tetrahydrothiophen-2-yl)-3,4-dihydro-2h-benzo[e][1,2,4]thiadiazine-1,1-dioxide